N-[[4-[5-(difluoromethyl)-1,3,4-oxadiazol-2-yl]-2-fluoro-phenyl]methyl]-1-imino-2-methyl-1-oxo-N-phenyl-1,4-thiazine-4-carboxamide FC(C1=NN=C(O1)C1=CC(=C(C=C1)CN(C(=O)N1C=C(S(C=C1)(=O)=N)C)C1=CC=CC=C1)F)F